FC1(C(N(CCC1)C(=O)C1OC2=C(CC1)C=C(C=C2)F)C2=CC(=NC=1N2N=CN1)C)F 3,3-Difluoro-1-(6-fluoro-3,4-dihydro-2H-1-benzopyran-2-carbonyl)-{5-methyl-[1,2,4]triazolo[1,5-a]pyrimidin-7-yl}piperidine